NC1=NC=NN2C1=CC=C2[C@@]2(OC(=C([C@H]2O)C)CO)C#N (2R,3R)-2-(4-aminopyrrolo[2,1-f][1,2,4]triazin-7-yl)-3-hydroxy-5-(hydroxymethyl)-4-methyl-2,3-dihydrofuran-2-carbonitrile